3-(4-Aminopyridin-2-yl)-4-(cyclohexylamino)-N-methylbenzenesulfonamide NC1=CC(=NC=C1)C=1C=C(C=CC1NC1CCCCC1)S(=O)(=O)NC